tert-butyl (2S,5S)-5-(2-bromo-6-chloro-4-pyridyl)-2-methyl-piperazine-1-carboxylate BrC1=NC(=CC(=C1)[C@@H]1NC[C@@H](N(C1)C(=O)OC(C)(C)C)C)Cl